tris(dimethylaminomethyl)phenol trioleate C(CCCCCCC\C=C/CCCCCCCC)(=O)O.C(CCCCCCC\C=C/CCCCCCCC)(=O)O.C(CCCCCCC\C=C/CCCCCCCC)(=O)O.CN(C)CC1=C(C(=C(C=C1)O)CN(C)C)CN(C)C